[6-[3-(difluoromethyl)-1,2,4-triazol-1-yl]-2-azaspiro[3.3]heptan-2-yl]-[7-[[5-(trifluoromethyl)-4H-1,2,4-triazol-3-yl]methyl]-2-azaspiro[3.5]nonan-2-yl]methanone FC(C1=NN(C=N1)C1CC2(CN(C2)C(=O)N2CC3(C2)CCC(CC3)CC3=NN=C(N3)C(F)(F)F)C1)F